N-(4-(4-amino-7-(4-((2-fluoropropyl)amino)cyclohex-1-en-1-yl)-1-isopropyl-1H-pyrazolo[4,3-c]pyridin-3-yl)-2-fluorophenyl)-1-(2-chlorophenyl)methanesulfonamide NC1=NC=C(C2=C1C(=NN2C(C)C)C2=CC(=C(C=C2)NS(=O)(=O)CC2=C(C=CC=C2)Cl)F)C2=CCC(CC2)NCC(C)F